(7-chloro-4-isoquinolinyl)-3-[(4-methoxyphenyl)methyl]hexahydropyrimidine-2,4-dione ClC1=CC=C2C(=CN=CC2=C1)N1C(N(C(CC1)=O)CC1=CC=C(C=C1)OC)=O